Trans-(5-((3-(aminomethyl)phenyl)sulfonyl)-1-cyclohexylpiperidin-3-yl)(morpholino)methanone NCC=1C=C(C=CC1)S(=O)(=O)[C@H]1C[C@@H](CN(C1)C1CCCCC1)C(=O)N1CCOCC1